N(=[N+]=[N-])CCC1=CC=C(S1)C=1OC(=NN1)C(F)F 2-[5-(2-azidoethyl)thiophen-2-yl]-5-(difluoromethyl)-1,3,4-oxadiazole